C1N(CC12CNC2)C2=CC=C(C=C2)C2=CC(=C1C(=N2)N(C(=N1)C1=CC(=C(C=C1)OC)OC)C)C 5-(4-(2,6-diazaspiro[3.3]heptan-2-yl)phenyl)-2-(3,4-dimethoxyphenyl)-3,7-dimethyl-3H-imidazo[4,5-b]pyridine